(S)-1-((S)-8-(4'-(1-aminocyclopropyl)-4-ethoxybiphenyl-3-ylsulfonyl)-1-oxa-8-azaspiro[4.5]decan-3-ylamino)-3-(3-(ethylsulfonyl)phenoxy)propan-2-ol NC1(CC1)C1=CC=C(C=C1)C1=CC(=C(C=C1)OCC)S(=O)(=O)N1CCC2(C[C@@H](CO2)NC[C@@H](COC2=CC(=CC=C2)S(=O)(=O)CC)O)CC1